N-((3R,4S)-4-((6-(2,6-dichloro-3,5-di-methoxyphenyl)-8-((tetrahydrofuran-3-yl)amino)pyrido[3,4-d]pyrimidin-2-yl)amino)tetrahydrofuran-3-yl)acrylamide methyl-L-tyrosinate CN[C@@H](CC1=CC=C(C=C1)O)C(=O)O.ClC1=C(C(=C(C=C1OC)OC)Cl)C1=CC2=C(N=C(N=C2)N[C@H]2[C@H](COC2)NC(C=C)=O)C(=N1)NC1COCC1